ClC=1C(=NC=C(C1)Cl)[C@@H](C)NC1=C(C=CC=2N=C(SC21)N2CC(C2)[C@@H]2CN(CCC2)C2CC(C2)(C(=O)O)C)F (1R,3r)-3-((R)-3-(1-(7-(((R)-1-(3,5-dichloropyridin-2-yl)ethyl)amino)-6-fluorobenzo[d]thiazol-2-yl)azetidin-3-yl)piperidin-1-yl)-1-methylcyclobutane-1-carboxylic acid